4,5,6,7-tetrahydro-1H-indole-4-ol N1C=CC=2C(CCCC12)O